ClC1=NC=C(C(=C1)C1=C(C=NC(=C1)C)C(=O)NC=1SC2=C(N1)CN(C2)C(=O)C=2C1=C(N(N2)C)CCC1)OC 2'-chloro-5'-methoxy-6-methyl-N-(5-(1-methyl-1,4,5,6-tetrahydrocyclopenta[c]pyrazole-3-carbonyl)-5,6-dihydro-4H-pyrrolo[3,4-d]thiazol-2-yl)-[4,4'-bipyridine]-3-carboxamide